C(C)(C)(C)OC(C[C@H](CCN=[N+]=[N-])NC(=O)C1=NN(C(=C1)C1=C(C=CC=C1)C(F)(F)F)C1CCCC1)=O (S)-5-azido-3-(1-cyclopentyl-5-(2-(trifluoromethyl)phenyl)-1H-pyrazole-3-carboxamido)pentanoic acid tert-butyl ester